[3-Ethyl-7-methoxy-6-(1H-tetrazol-5-yl)-imidazo[1,2-a]pyridin-2-yl]-diphenyl-methanol C(C)C1=C(N=C2N1C=C(C(=C2)OC)C2=NN=NN2)C(O)(C2=CC=CC=C2)C2=CC=CC=C2